tris(hydroxyethyl)isocyanuric acid OCCN1C(N(C(N(C1=O)CCO)=O)CCO)=O